BrC=1C(=CC2=C(N(C=N2)C2=CC=C3CCN(C3=C2)S(=O)(=O)C)C1)OC 6-bromo-5-methoxy-1-(1-(methylsulfonyl)indolin-6-yl)-1H-benzo[d]imidazole